(2-((1-((4-fluoropiperidin-1-yl)methyl)cyclopropyl)methoxy)-4-(2-methylazepan-1-yl)-5,7-dihydro-6H-pyrrolo[3,4-d]pyrimidin-6-yl)(3-hydroxy-8-iodonaphthalen-1-yl)methanone FC1CCN(CC1)CC1(CC1)COC=1N=C(C2=C(N1)CN(C2)C(=O)C2=CC(=CC1=CC=CC(=C21)I)O)N2C(CCCCC2)C